C(C)OC(=O)C1CCNCC1 4-(Ethoxycarbonyl)piperidin